2-(4-((3S)-1-(2-(2,6-dioxopiperidin-3-yl)benzyl)piperidin-3-yl)phenyl)-2H-indazole-7-carboxamide O=C1NC(CCC1C1=C(CN2C[C@@H](CCC2)C2=CC=C(C=C2)N2N=C3C(=CC=CC3=C2)C(=O)N)C=CC=C1)=O